NC1=NC=2C=C(C=CC2C2=C1N=C(N2CC(C)(C)NS(=O)(=O)C)COCC)OCCCCCCNS(=O)(=O)C N-(2-{4-amino-2-ethoxymethyl-7-[6-(methanesulfonylamino)hexyloxy]-1H-imidazo[4,5-c]quinolin-1-yl}-1,1-dimethylethyl)methanesulfonamide